1-(2-methylbenzyl)-9H-pyrido[2,3-b]indole CC1=C(CN2CC=CC3=C2NC2=CC=CC=C32)C=CC=C1